BrC1=NC(=CC=C1)C(C)(C)C 2-bromo-6-tert-butyl-pyridine